(7R)-2-{2-[1-(cyclopropylmethyl)-6-[3-(pyridin-2-yl)azetidin-1-yl]-1H-pyrrolo[2,3-b]pyridin-2-yl]-7-methoxy-1-methyl-1H-1,3-benzodiazole-5-carbonyl}-2-azabicyclo[2.2.1]heptan-7-amine C1(CC1)CN1C(=CC=2C1=NC(=CC2)N2CC(C2)C2=NC=CC=C2)C2=NC1=C(N2C)C(=CC(=C1)C(=O)N1C2CCC(C1)[C@H]2N)OC